(S)-4-((2-hydroxyethyl)sulfonamido)-N-(3-(2-methylpropan-2-ylsulfonimidoyl)phenyl)-2-(6-azaspiro[2.5]octan-6-yl)benzamide OCCS(=O)(=O)NC1=CC(=C(C(=O)NC2=CC(=CC=C2)[S@](=O)(=N)C(C)(C)C)C=C1)N1CCC2(CC2)CC1